3-((4-(1-((3-(2,4-dioxotetrahydropyrimidin-1(2H)-yl)pyridin-4-yl)methyl)piperidin-4-yl)phenyl)amino)-5-(piperidin-1-yl)pyrazine-2-carboxamide O=C1N(CCC(N1)=O)C=1C=NC=CC1CN1CCC(CC1)C1=CC=C(C=C1)NC=1C(=NC=C(N1)N1CCCCC1)C(=O)N